C(#C)C1=CC=C(C=C1)S(=O)(=O)OC(C(F)(F)F)C1=CC=C(C=C1)C 2,2,2-trifluoro-1-(p-tolyl)ethyl 4-ethynylbenzenesulfonate